tert-Butyl 4-((5-chloro-2-hydroxybenzamido)methyl)piperidine-1-carboxylate ClC=1C=CC(=C(C(=O)NCC2CCN(CC2)C(=O)OC(C)(C)C)C1)O